C(CCCC)C(COC(CCCCN(C(OCCN(CCOC(N(CCCCC(=O)OCC(CCCCC)CCCCC)C(C)C)=O)CCCN(CC)CC)=O)C(C)C)=O)CCCCC Bis(2-pentylheptyl)11-(3-(diethylamino)propyl)-6,16-diisopropyl-7,15-dioxo-8,14-dioxa-6,11,16-triazahenicosanedioate